6-(4-methoxypyridin-3-yl)-4-methyl-1-(4-((2R,3S)-2-methyl-3-((methylsulfonyl)methyl)azetidin-1-yl)-6-(thiophen-2-yl)pyridin-2-yl)-1H-pyrazolo[4,3-c]pyridine COC1=C(C=NC=C1)C1=CC2=C(C(=N1)C)C=NN2C2=NC(=CC(=C2)N2[C@@H]([C@H](C2)CS(=O)(=O)C)C)C=2SC=CC2